[Si](C)(C)(C(C)(C)C)OCCN(C(CNCCO[Si](C(C)(C)C)(C)C)=O)CCC(N(C(C(=O)O)C)C)=O 10-(2-((tert-butyldimethylsilyl)oxy)ethyl)-2,2,3,3,14,15-hexamethyl-9,13-dioxo-4-oxa-7,10,14-triaza-3-silahexadecane-16-oic acid